Methyl 5-(5-(3-ethyl-1,7-dimethyl-2-oxo-2,3-dihydro-1H-benzo[d]imidazol-5-yl)-6,7-dihydro-5H-pyrimido[4,5-b][1,4]oxazin-2-yl)picolinate C(C)N1C(N(C2=C1C=C(C=C2C)N2C1=C(OCC2)N=C(N=C1)C=1C=CC(=NC1)C(=O)OC)C)=O